C(=O)C1=C(C(=O)NC)C=CC(=C1)OC 2-FORMYL-4-METHOXY-N-METHYL-BENZAMIDE